N1N=C(C=C1)C(=O)N 1H-PYRAZOLE-3-CARBOXAMIDE